ClC=1C(=CC(=C(C1)CN[C@H](C(=O)O)CO)OCC=1C=NC=C(C1)C#N)OC1CCC2=C(C=CC=C12)C1=CC=CC=C1 (2S)-2-[[5-chloro-2-[(5-cyano-3-pyridinyl)methoxy]-4-(4-phenylindan-1-yl)oxyphenyl]methylamino]-3-hydroxypropionic acid